N1(CCOCC1)S(=O)(=O)OC1=CC=C(C=C1)NC(C1=CC(=CC=C1)C1=CC=C2C(=N1)N=NN2)=O 4-(3-(1H-[1,2,3]Triazolo[4,5-b]pyridin-5-yl)benzamido)phenyl morpholine-4-sulfonate